(S)-2-((6-(2-(6-Acryloyl-2,6-diazaspiro[3.3]heptan-2-yl)ethyl)-1-methyl-2-oxo-1,2,3,4,5,6-hexahydrobenzo[b][1,4]diazocin-3-yl)amino)-6-methyl-4-(trifluoromethyl)nicotinonitrile C(C=C)(=O)N1CC2(CN(C2)CCN2C3=C(N(C([C@H](CC2)NC2=C(C#N)C(=CC(=N2)C)C(F)(F)F)=O)C)C=CC=C3)C1